C(C)OC(=O)C1NCC(C1C)C(=O)OCC 3-methylpyrrolidine-2,4-dicarboxylic acid diethyl ester